(3S,4R)-3-({5-[2-(4-fluorophenyl)-1H-indol-3-yl]-1,3,4-oxadiazol-2-yl}amino)-4-hydroxypyrrolidin-2-one FC1=CC=C(C=C1)C=1NC2=CC=CC=C2C1C1=NN=C(O1)N[C@@H]1C(NC[C@H]1O)=O